4-ethynyl-Picolinic Acid C(#C)C1=CC(=NC=C1)C(=O)O